Methyl 5-(methylamino)-6-(3-methylimidazo[4,5-c]pyridin-7-yl)-3-[4-(8-oxa-3-azabicyclo[3.2.1]octan-3-yl)anilino]pyrazine-2-carboxylate CNC=1N=C(C(=NC1C=1C2=C(C=NC1)N(C=N2)C)C(=O)OC)NC2=CC=C(C=C2)N2CC1CCC(C2)O1